3-(1-aminoethyl)-1-({8-chloro-7-[(2-fluoro-4-iodophenyl)amino]imidazo[1,2-a]pyridin-6-yl}carbonyl)azetidin-3-ol NC(C)C1(CN(C1)C(=O)C=1C(=C(C=2N(C1)C=CN2)Cl)NC2=C(C=C(C=C2)I)F)O